(1S,2S)-2-fluoro-N-(6-(5-(2-hydroxypropan-2-yl)-2-methylphenyl)benzo[d]thiazol-2-yl)cyclopropane-1-carboxamide F[C@@H]1[C@@H](C1)C(=O)NC=1SC2=C(N1)C=CC(=C2)C2=C(C=CC(=C2)C(C)(C)O)C